OXATHIANIUM [OH+]1SCCCC1